bis(2-ethylhexyl) 2,3,4,5-tetrabromophthalate BrC1(C(C(=O)OCC(CCCC)CC)C=C(C(=C1Br)Br)Br)C(=O)OCC(CCCC)CC